tert-butyl (R)-3-((5-(cyclobutylmethyl)-7H-pyrrolo[2,3-d]pyrimidin-4-yl)amino)piperidine-1-carboxylate C1(CCC1)CC1=CNC=2N=CN=C(C21)N[C@H]2CN(CCC2)C(=O)OC(C)(C)C